C1=CC=CC=2C3=CC=CC=C3C(C12)COC(=O)N[C@@H](COC(C)(C)C)C(=O)OC(CCCCCCC\C=C/CCCCCCCC)CCCCCCCC\C=C/CCCCCCCC (9Z,27Z)-hexatriacont-9,27-dien-18-yl N-(((9H-Fluoren-9-yl)methoxy)carbonyl)-O-(tert-butyl)serinate